2-bromo-5-fluoropyridine-4-carboxylic acid BrC1=NC=C(C(=C1)C(=O)O)F